[(2,3-dichloro-6-hydroxyphenyl)(phenyl)methyl]acetamide ClC1=C(C(=CC=C1Cl)O)C(C1=CC=CC=C1)CC(=O)N